7-ethoxy-N-(2-fluoro-4-(piperazin-1-yl)phenyl)-2-methylimidazo[1,2-a]pyridine-6-carboxamide C(C)OC1=CC=2N(C=C1C(=O)NC1=C(C=C(C=C1)N1CCNCC1)F)C=C(N2)C